7-bromo-6-methoxy-2-methyl-N-(1-(3-nitro-5-(trifluoromethyl)phenyl)ethyl)quinazolin-4-amine BrC1=C(C=C2C(=NC(=NC2=C1)C)NC(C)C1=CC(=CC(=C1)C(F)(F)F)[N+](=O)[O-])OC